CC1=CC=C(C=C1)S(=O)(=O)OCCCCN=[N+]=[N-] 4-azidobutyl 4-methylbenzenesulfonate